4-morpholino-N-[4-(2-pyridyl)thiazol-2-yl]benzamide O1CCN(CC1)C1=CC=C(C(=O)NC=2SC=C(N2)C2=NC=CC=C2)C=C1